C(C=C)C1C(N(C(CO1)(C)C1=CC(=CC(=C1)Cl)Br)CC1=CC=C(C=C1)OC)=O 2-allyl-5-(3-bromo-5-chloro-phenyl)-4-[(4-methoxyphenyl)methyl]-5-methyl-morpholin-3-one